CC1=C(C=CC=C1N=C=S)N=C=S The molecule is a toluene meta-diisothiocyanate in which the isothiocyanato groups are at positions 2 and 6 relative to the methyl group on the benzene ring. It has a role as a hapten.